(S)-4-Chloro-2-fluoro-N-methyl-N-(3-methyl-1-(pyrrolidin-1-yl)butan-2-yl)benzamide ClC1=CC(=C(C(=O)N([C@H](CN2CCCC2)C(C)C)C)C=C1)F